CN(CCN(CCN(C)C)C)C pentamethyldi-ethylenetriamine